1-[3-(1-hydroxyethyl)-6-[6-[2-(2-oxopyrrolidin-1-yl)oxazol-5-yl]benzimidazol-1-yl]-2-pyridyl]-5-methyl-pyrazole-3-carbonitrile OC(C)C=1C(=NC(=CC1)N1C=NC2=C1C=C(C=C2)C2=CN=C(O2)N2C(CCC2)=O)N2N=C(C=C2C)C#N